C(C)(C)(C)OC(=O)N1CCC(CC1)C1=NC(=CC=C1)OCC1=C(C=C(C=C1)C(N(C)OC)=O)C(F)(F)F 4-(6-((4-(methoxy(methyl)carbamoyl)-2-(trifluoromethyl)benzyl)oxy)pyridine-2-yl)piperidine-1-carboxylic acid tert-butyl ester